OC1(CCC1)CC=O 2-(1-hydroxycyclobutyl)ethan-1-one